C1(CC2C(CC1)S2)C(C)(C)C2CC1C(CC2)O1 2-(3,4-epithiocyclohexan-1-yl)-2-(3,4-epoxycyclohexan-1-yl)propane